thiacytidine S1([C@H](O)[C@H](O)[C@@H](CO)O1)N1C(=O)N=C(N)C=C1